tert-Butyl 3-(azidomethyl)-3-((methoxy-methoxy)methyl)pyrrolidine-1-carboxylate N(=[N+]=[N-])CC1(CN(CC1)C(=O)OC(C)(C)C)COCOC